4-(5-nitro-1H-pyrrolo[2,3-b]pyridin-2-yl)morpholine-3-d1 [N+](=O)([O-])C=1C=C2C(=NC1)NC(=C2)N2C(COCC2)[2H]